CC1(OB(OC1(C)C)C1=NN(C2=CC=CC(=C12)C#C[Si](C(C)C)(C(C)C)C(C)C)COCC[Si](C)(C)C)C 3-(4,4,5,5-tetramethyl-1,3,2-dioxaborolan-2-yl)-4-((triisopropylsilyl)ethynyl)-1-((2-(trimethylsilyl)ethoxy)methyl)-1H-indazole